4-(4-Bromo-1-oxoisoindolin-2-yl)-N-(3-methoxy-4-methylphenyl)piperidine-1-carboxamide BrC1=C2CN(C(C2=CC=C1)=O)C1CCN(CC1)C(=O)NC1=CC(=C(C=C1)C)OC